ClC=1SC2=C(N1)C=C(C1=C2C[C@](O1)(C)CO)F (R)-(2-chloro-5-fluoro-7-methyl-7,8-dihydrobenzofuro[5,4-d]thiazol-7-yl)methanol